C1(CC1)CN1C2=C(NC(C1=O)=O)N=C(C=C2)OC 1-(cyclopropylmethyl)-6-methoxy-4H-pyrido[2,3-b]Pyrazine-2,3-dione